C1(=CC=CC=C1)N(C(=O)[C@@]1(C[C@H](OCN=[N+]=[N-])[C@@H](CO)O1)N1C=NC=2C(=O)NC(N)=NC12)C1=CC=CC=C1 (diphenylcarbamoyl)-3'-O-azidomethyl-2'-deoxyguanosine